N-(5-methoxy-2-nitrophenyl)-N-methylcyclopropane-sulfonamide COC=1C=CC(=C(C1)N(S(=O)(=O)C1CC1)C)[N+](=O)[O-]